tert-butyl N-[(1R)-2-(3-methoxy-3-methyl-azetidin-1-yl)-1-[(4-methoxy-3-pyridyl)methyl]-2-oxo-ethyl]carbamate COC1(CN(C1)C([C@@H](CC=1C=NC=CC1OC)NC(OC(C)(C)C)=O)=O)C